2-methoxy-N-[4-methyl-5-({4-[(2S)-2-{[8-(trifluoromethyl)quinazolin-4-yl]amino}propyl]piperazin-1-yl}sulfonyl)-1,3-thiazol-2-yl]acetamide COCC(=O)NC=1SC(=C(N1)C)S(=O)(=O)N1CCN(CC1)C[C@H](C)NC1=NC=NC2=C(C=CC=C12)C(F)(F)F